chloromethyl-(dimethyl)pentyloxysilane ClC[Si](OCCCCC)(C)C